C(#N)C1=CC(=C(S1)S(=O)(=O)NC(C(F)(F)F)C1=CC=C(C=C1)F)C 5-Cyano-3-methyl-N-(2,2,2-trifluoro-1-(4-fluorophenyl)ethyl)thiophene-2-sulfonamide